C1(=CC=CC=C1)C(N1[C@@H]([C@H](C1)C(C(=O)OCC)S(=O)(=O)C)C)C1=CC=CC=C1 ethyl 2-[(2R,3S)-1-(diphenylmethyl)-2-methylazetidin-3-yl]-2-methanesulfonylacetate